BrC=1C=C(C=C(C1)C1(CC(C1)C)C1=NN=CN1C)N1C(C2=CC(=CC(=C2C1)C(F)(F)F)CN1C[C@H](CCC1)C)=O (S)-2-(3-bromo-5-(3-methyl-1-(4-methyl-4H-1,2,4-triazol-3-yl)cyclobutyl)phenyl)-6-((3-methylpiperidin-1-yl)methyl)-4-(trifluoromethyl)isoindol-1-one